NCCN1CCC=2C1=NC=CC2NC(=O)C2=CNCCS2 N-((1S,2S)-2-Amino-2,3-dihydro-ethyl-1H-pyrrolo[2,3-b]pyridin-4-yl)-3,4-dihydro-2H-1,4-thiazine-6-carboxamide